4-vinyl-1,3-dioxolane-2-On C(=C)C1OC(OC1)=O